P(=O)(OC(C)CNC(C=C)=O)(O)O acrylamido-propane-2-yl dihydrogen phosphate